(R)-N-ethyl-N-(2,2,2-trifluoro-1-(4-fluorophenyl)ethyl)-1H-pyrazolo[3,4-c]pyridine-5-sulfonamide C(C)N(S(=O)(=O)C=1C=C2C(=CN1)NN=C2)[C@@H](C(F)(F)F)C2=CC=C(C=C2)F